C(C)OC(=O)C=1N=NNC1CC1=CC=C(C=C1)C1C#C1 5-(4-(3-Cycloprop-1-ynyl)benzyl)-1H-1,2,3-triazole-4-carboxylic acid ethyl ester